ethyl 1-{4-[5-(trifluoromethyl)-1,2,4-oxadiazol-3-yl] benzyl}-1H-pyrazole-4-carboxylate FC(C1=NC(=NO1)C1=CC=C(CN2N=CC(=C2)C(=O)OCC)C=C1)(F)F